C(C)(C)(C)[Na] tert-butylsodium